3-(1-oxo-5-((4-(piperidin-1-ylmethyl)-1H-1,2,3-triazol-1-yl)methyl)isoindolin-2-yl)piperidine-2,6-dione O=C1N(CC2=CC(=CC=C12)CN1N=NC(=C1)CN1CCCCC1)C1C(NC(CC1)=O)=O